OC[C@H](C1=CC=CC=C1)NC1=CC(=NC=C1C1=NC(=NO1)C1=NC=CC=C1)NC1=CC2=C(B(OC2(C)C)O)C=C1 (S)-5-((4-((2-hydroxy-1-phenylethyl)amino)-5-(3-(pyridin-2-yl)-1,2,4-oxadiazol-5-yl)pyridin-2-yl)amino)-3,3-dimethylbenzo[c][1,2]oxaborol-1(3H)-ol